4-methylmorpholin-4-ium methylsulfate COS(=O)(=O)[O-].C[NH+]1CCOCC1